C(C)(C)(C)OC(C(C(C)C)NC(=O)N1N(CCC1)C(=O)OC(C)(C)C)=O tert-butyl 2-((1-(tert-butoxy)-3-methyl-1-oxobutan-2-yl)carbamoyl)pyrazolidine-1-carboxylate